(R)-3-butyl-3-ethyl-8-hydroxy-7-(methylsulfanyl)-5-phenyl-2,3,4,5-tetrahydro-1,5-benzothiazepine 1,1-dioxide C(CCC)[C@]1(CS(C2=C(N(C1)C1=CC=CC=C1)C=C(C(=C2)O)SC)(=O)=O)CC